N-(1-carbamoylcyclobutyl)-2-methyl-5-((2-methylthiazol-5-yl)methoxy)benzofuran C(N)(=O)C1(CCC1)N1C(SC(=C1)COC=1C=CC2=C(C=C(O2)C)C1)C